anti-2,4-diaminopyrimidine NC1=NC=CC(=N1)N